CC(CCCCCCCCCCCC(=O)O)C 13-methyl-tetradecanoic acid